4-((6-(5-(4-fluoro-2-(4-isopropylpyrimidin-5-yl)phenoxy)pyrimidin-4-yl)-2,6-diazaspiro[3.3]heptan-2-yl)methyl)cyclohexanol FC1=CC(=C(OC=2C(=NC=NC2)N2CC3(CN(C3)CC3CCC(CC3)O)C2)C=C1)C=1C(=NC=NC1)C(C)C